4-ethylthiophene-2-carboxylic acid methyl ester COC(=O)C=1SC=C(C1)CC